FC1=CC=C(C=C1)C=1C=C(N2C1C1=CC(=C(C=C1CC2)OC)C=2N=NN(N2)C)C(=O)N2[C@](CCC2)(C#N)C (R)-1-(1-(4-fluorophenyl)-8-methoxy-9-(2-methyl-2H-tetrazol-5-yl)-5,6-dihydropyrrolo[2,1-a]isoquinoline-3-carbonyl)-2-methylpyrrolidine-2-carbonitrile